CO[C@@H]1[C@H]([C@H]([C@@H](C1)N1C=CC2=C1N=CN=C2C)O)O |r| (+/-)-(1S,2S,3S,5R)-3-methoxy-5-(4-methyl-7H-pyrrolo[2,3-d]pyrimidin-7-yl)cyclopentane-1,2-diol